ClC=1C=CC2=C(C(=NC(C(N2C)=O)OC(N(C)C)=O)C2=CC=CC=C2)C1 (7-chloro-1,3-dihydro-1-methyl-2-oxo-5-phenyl-2H-1,4-benzodiazepine-3-Yl)-dimethylcarbamate